N-(5-cyclobutyl-1H-pyrazol-3-yl)-2-(4-(2-((4-((2-(2,6-dioxopiperidin-3-yl)-1,3-dioxoisoindolin-4-yl)amino)butyl)amino)-2-oxoethoxy)phenyl)acetamide C1(CCC1)C1=CC(=NN1)NC(CC1=CC=C(C=C1)OCC(=O)NCCCCNC1=C2C(N(C(C2=CC=C1)=O)C1C(NC(CC1)=O)=O)=O)=O